CS(=O)(=O)O.C(C)(C)(C)P(C1=C(C=CC=C1)C1=C(C=C(C=C1C(C)C)C(C)C)C(C)C)C(C)(C)C di-tert-butyl-[2-(2,4,6-triisopropylphenyl)phenyl]phosphane methanesulfonate